NC1=NC=NN2C1=CC=C2[C@]2(C(C([C@H](O2)COP(=O)(OC2=CC=C(C=C2)C(C)(C)C)N[C@H](C(=O)OCC(CC)CC)C)O)O)C#N 2-ethylbutyl (2S)-2-[[[(2R,5R)-5-(4-aminopyrrolo[2,1-f][1,2,4]triazin-7-yl)-5-cyano-3,4-dihydroxy-tetrahydrofuran-2-yl]methoxy-(4-tert-butylphenoxy)phosphoryl]amino]propanoate